COC1=CC(=C(C=C1)N(C(OCC1=CN=C(N1C)[N+](=O)[O-])=O)C1=CC2=C(C=N1)N(C(N2C2=CC=C(C=C2)OC)=O)C)C (1-Methyl-2-nitro-1H-imidazol-5-yl)methyl (4-methoxy-2-methylphenyl)(1-(4-methoxyphenyl)-3-methyl-2-oxo-2,3-dihydro-1H-imidazo[4,5-c]pyridin-6-yl)carbamate